2-[(2,4-Dihydroxy-6-propylphenyl)methyl]-5-propylbenzene-1,3-diol OC1=C(C(=CC(=C1)O)CCC)CC1=C(C=C(C=C1O)CCC)O